dioctyl dodecandiate C(CCCCCCCCCCC(=O)OCCCCCCCC)(=O)OCCCCCCCC